(1RS,2SR)-5'-chloro-2-methyl-1',2'-dihydrospiro[cyclopropane-1,3'-pyrrolo[2,3-b]pyridine] ClC=1C=C2C(=NC1)NC[C@]21[C@H](C1)C |r|